CC(C)C[C@@H](C(=O)O)N 1-Leucine